N1C=C(C=2C=NC=CC21)\C=C/2\C(N(C(O2)=O)CC)=O (Z)-5-((1H-pyrrolo[3,2-c]pyridin-3-yl)methylene)-3-ethyloxazolidine-2,4-dione